2-((2S,3R,4R,5R)-2-((bis(4-methoxyphenyl)(phenyl)methoxy)methyl)-5-(2,4-dioxo-3,4-dihydropyrimidin-1(2H)-yl)-4-fluorotetrahydrofuran-3-yl)acetamide COC1=CC=C(C=C1)C(OC[C@H]1O[C@H]([C@@H]([C@@H]1CC(=O)N)F)N1C(NC(C=C1)=O)=O)(C1=CC=CC=C1)C1=CC=C(C=C1)OC